C12CCCC(CCC1)B2B2C1CCCC2CCC1 9,9'-dibora-9,9'-bi(bicyclo[3.3.1]nonane)